C(C)(C)(C)OC(=O)N1C(C(C=CC1)(F)F)N1CCN(CC1)C1=CC2=C(N(C(N2C)=O)C2C(NC(CC2)=O)=O)C=C1 {4-[1-(2,6-Dioxopiperidin-3-yl)-3-methyl-2-oxo-1,3-benzodiazol-5-yl]piperazin-1-yl}-3,3-difluoro-2,6-dihydropyridine-1-carboxylic acid tert-butyl ester